CC1=CC(=CN=N1)N1CC(CC1)N 1-(6-methylpyridazin-4-yl)pyrrolidin-3-amine